NC/C(/CN1N=CN(C1=O)CC=1SC(=CC1)C1=CC=C(C=C1)S(=O)(=O)N1CCOCC1)=C\F 2-[(2E)-2-(aminomethyl)-3-fluoroprop-2-en-1-yl]-4-({5-[4-(morpholin-4-ylsulfonyl)phenyl]thiophen-2-yl}methyl)-2,4-dihydro-3H-1,2,4-triazol-3-one